N1=NOC=C1 diazaoxaole